1-(4-(1,2,3-benzotriazolyl)-1-piperazinyl)-3,4-dimethylenehex-5-ene N1N=NC2=C1C=CC=C2N2CCN(CC2)CCC(C(C=C)=C)=C